CN1N=C(C(=C1)N1C(N(C=2C=NC=3C=C(C(=CC3C21)C=2C=C1C(=NC2)N=C(N1)C)OC)C)=O)C 1-(1,3-Dimethyl-1H-pyrazol-4-yl)-7-methoxy-3-methyl-8-(2-methyl-1H-imidazo[4,5-b]pyridin-6-yl)-1,3-dihydroimidazo-[4,5-c]quinolin-2-one